O.[Ni].[Fe] iron-nickel hydrate